tert-butyl 3-(1-trifluoromethyl-cyclobutylmethoxy)-pyrazole-1-carboxylate FC(C1(CCC1)COC1=NN(C=C1)C(=O)OC(C)(C)C)(F)F